BrC=1C=C(C#N)C=CC1C=1NC=C(N1)C(F)(F)F 3-bromo-4-(4-(trifluoromethyl)-1H-imidazol-2-yl)benzonitrile